C(C)(C)(C)N1N=CC(=C1C(F)(F)F)C1=NC(=NO1)[C@@H]1C(C12CCN(CC2)S(=O)(=O)N)(F)F (2R)-2-{5-[1-tert-butyl-5-(trifluoromethyl)-1H-pyrazol-4-yl]-1,2,4-oxadiazol-3-yl}-1,1-difluoro-6-azaspiro[2.5]octane-6-sulfonamide